(R)-N-(8,9-difluoro-6-oxo-1,4,5,6-tetrahydro-2H-pyrano[3,4-c]isoquinolin-1-yl)-6-fluoro-N-methyl-4-(methylsulphonamido)-1H-indole-2-carboxamide FC=1C(=CC=2C3=C(NC(C2C1)=O)COC[C@@H]3N(C(=O)C=3NC1=CC(=CC(=C1C3)NS(=O)(=O)C)F)C)F